N1N=[SiH]C=C1 diazasilole